C1[C@H]2N(CCN1C(=O)Cl)CCC2 (S)-hexahydropyrrolo[1,2-a]pyrazine-2(1H)-carbonyl chloride